C1(CC1)C1=NC(=NO1)C=1C(=C(C=CC1)NC1=C(N=NC=C1)C(=O)NC)OC 4-((3-(5-cyclopropyl-1,2,4-oxadiazol-3-yl)-2-methoxyphenyl)amino)-N-methylpyridazine-3-carboxamide